OC[C@@]1(OC2=C(C1)C=C(C(=C2)N2CCC(CC2)CO)NC(=O)C=2C=NN1C2N=CC=C1)C(F)(F)F (R)-N-(2-(hydroxymethyl)-6-(4-(hydroxymethyl)piperidin-1-yl)-2-(trifluoromethyl)-2,3-dihydrobenzofuran-5-yl)pyrazolo[1,5-a]pyrimidine-3-carboxamide